[Bi]=[Te].[Sb].[Mg] magnesium antimony bismuth telluride